2,2-dimethylthietane CC1(SCC1)C